C1(CC1)CCC(C=1C=NC=CC1)=NS(=O)C(C)(C)C (-)-N-(3-cyclopropyl-1-(pyridin-3-yl)propylidene)-2-methylpropane-2-sulfinamide